COC1=C(C=CC=C1)NC1=NC(=NC=C1C(NC)=O)N1CCC(CC1)C(=O)OCC ethyl 1-(4-((2-methoxyphenyl)amino)-5-(methylcarbamoyl)pyrimidin-2-yl)piperidine-4-carboxylate